7'-((1R,3R)-3-hydroxycyclohexyl)-2'-((3-(((R)-tetrahydrofuran-3-yl)methoxy)-1H-pyrazol-4-yl)amino)spiro[cyclopropane-1,5'-pyrrolo[2,3-d]pyrimidin]-6'(7'H)-one O[C@H]1C[C@@H](CCC1)N1C(C2(C3=C1N=C(N=C3)NC=3C(=NNC3)OC[C@H]3COCC3)CC2)=O